CC1=NC(=CC(=C1)N1CC(C1)O)C(F)(F)F 1-(2-methyl-6-(trifluoromethyl)pyridin-4-yl)azetidin-3-ol